CC1=NOC(=C1C1=NC2=CC(=CC(=C2C=C1C1=CC=C(C=C1)OC)[C@@H](C)NC1=C(C(=O)O)C=CC=C1)C)C (R)-2-((1-(2-(3,5-dimethylisoxazol-4-yl)-3-(4-methoxyphenyl)-7-methylquinolin-5-yl)ethyl)amino)benzoic acid